C(C1=CC=CC=C1)OC(=O)N(CCN(C(OC(C)(C)C)=O)C)CCC1=C(C=C(C=C1)F)C=O tert-Butyl N-[2-[benzyloxycarbonyl-[2-(4-fluoro-2-formyl-phenyl)ethyl]amino]ethyl]-N-methyl-carbamate